zirconium bis(trifluoromethanesulfonic acid) FC(S(=O)(=O)O)(F)F.FC(S(=O)(=O)O)(F)F.[Zr]